5-methyl-2-(1,3-thiazol-2-yl)benzoic acid CC=1C=CC(=C(C(=O)O)C1)C=1SC=CN1